6-(3-Isopropyl-5-(4-methoxycyclohexyl)-1H-indol-2-yl)-8-methyl-[1,2,4]triazolo[1,5-a]pyridin C(C)(C)C1=C(NC2=CC=C(C=C12)C1CCC(CC1)OC)C=1C=C(C=2N(C1)N=CN2)C